5-chloro-6-[1-(2-iminopyrrolidinyl)methyl]uracil hydrochloride Cl.ClC=1C(NC(NC1CN1C(CCC1)=N)=O)=O